methyl 4-(bromomethyl)-2,6-difluoro-benzoate BrCC1=CC(=C(C(=O)OC)C(=C1)F)F